BrC1=NC(=C(C=C1S(=O)(=O)N[C@@H](CNC1=CC=CC=C1)CCC(C)(F)F)OC)Cl (R)-2-bromo-6-chloro-N-(5,5-difluoro-1-(phenylamino)hexan-2-yl)-5-methoxypyridine-3-sulfonamide